2-chloro-N-(6-morpholino-3-pyridyl)pyrimidin-4-amine ClC1=NC=CC(=N1)NC=1C=NC(=CC1)N1CCOCC1